NC1=C2N=C(N(C2=NC(=N1)OCC)CC1=C(C=C(C=C1)CNCC1=CC=C(C=C1)CO)OC)O 6-amino-2-ethoxy-9-(4-(((4-(hydroxymethyl)benzyl)amino)methyl)-2-methoxy-benzyl)-9H-purin-8-ol